amino-2-hydroxypropyl-sodium NCC(C[Na])O